BrC1=C(C=CC=C1)N=CC=NC1=C(C=CC=C1)Br N1,N2-bis(2-bromophenyl)ethane-1,2-diimine